C(CCCCCCC\C=C/CCCCCCCC)(=O)OC(COC(N(C)C1CN(C1)CCCF)=O)COC(CCCCCCCCCCCCCCC)=O 1-(((1-(3-fluoropropyl)azetidin-3-yl)(methyl)carbamoyl)oxy)-3-(palmitoyl-oxy)propan-2-yl oleate